ClC=1C=CC=C2C=C(NC12)C(=O)N1[C@@H]2CC([C@H]([C@@H]1C(=O)N[C@@H](C[C@H]1C(NCC1)=O)\C=C(\S(=O)(=O)C)/F)CC2)(F)F (1S,3R,4S)-2-(7-chloro-1H-indole-2-carbonyl)-5,5-difluoro-N-((S,E)-4-fluoro-4-(methylsulfonyl)-1-((S)-2-oxopyrrolidin-3-yl)but-3-en-2-yl)-2-azabicyclo[2.2.2]octane-3-carboxamide